C1(C(=C(C2=CC=CC=C12)O)O)O indenetriol